OCCN(C(C)=O)CCC(=O)O 3-[N-(2-hydroxyethyl)acetamido]propanoic acid